(S)-N-(1-(4-bromophenyl)-2,2,2-trifluoroethyl)-N-methyl-1-(5-methyl-1,3,4-oxadiazol-2-yl)azetidine-3-carboxamide BrC1=CC=C(C=C1)[C@@H](C(F)(F)F)N(C(=O)C1CN(C1)C=1OC(=NN1)C)C